azepin-1-yl-2-(2,6-dioxopiperidin-3-yl)-6-fluoroisoindole-1,3-dione N1(C=CC=CC=C1)C1=C2C(N(C(C2=CC(=C1)F)=O)C1C(NC(CC1)=O)=O)=O